ClC=1C(=NC=C(C1)Cl)OC1CCC2(C(NC3=CC=C(C=C23)C=O)=O)CC1 cis-4-[(3,5-dichloro-2-pyridyl)oxy]-2'-oxo-spiro[cyclohexane-1,3'-indoline]-5'-carbaldehyde